FC1=CC(=C(C=C1)NC1=NC=NC2=CC(=C(C=C12)OC(C(=O)N)(CC)CC)OC)C 2-(4-((4-fluoro-2-methylphenyl)amino)-7-methoxyquinazolin-6-yl)-oxydiethylacetamide